2-[3-cyclobutyl-4-(3,5-difluorophenyl)-6-oxopyridazin-1-yl]-N-(5-fluoropyrimidin-2-yl)acetamide C1(CCC1)C1=NN(C(C=C1C1=CC(=CC(=C1)F)F)=O)CC(=O)NC1=NC=C(C=N1)F